N-(1-(2-fluoro-4-(pentafluoro-λ6-sulfanyl)phenyl)ethylidene)-2-methylpropane-2-sulfinamide FC1=C(C=CC(=C1)S(F)(F)(F)(F)F)C(C)=NS(=O)C(C)(C)C